4-amino-1-((2r,4r,5r)-4-hydroxy-5-(hydroxymethyl)tetrahydrofuran-2-yl)-1,3,5-triazin-2(1H)-one NC1=NC(N(C=N1)[C@@H]1O[C@@H]([C@@H](C1)O)CO)=O